C(CC)SC1=PC=CC=C1 propylthiophosphorine